FC1(C(CC1)C(=O)N)F 2,2-difluorocyclobutane-1-carboxamide